N-(isopropylideneamino)-ethanamine C(C)(C)=NNCC